C(C)O[Si](OCC)(OCC)C(C)[Si](OCC)(OCC)OCC bis-triethoxysilylethane